CCCCC\C=C/CCCCC (6Z)-6-dodecene